3-((8-amino-3-isopropylimidazo[1,5-a]pyrazin-1-yl)ethynyl)-4-methyl-N-(4-((4-methylpiperazin-1-yl)methyl)-3-(trifluoromethyl)phenyl)benzamide NC=1C=2N(C=CN1)C(=NC2C#CC=2C=C(C(=O)NC1=CC(=C(C=C1)CN1CCN(CC1)C)C(F)(F)F)C=CC2C)C(C)C